N-[(2-chloro-6-aminophenyl)methyl]pyridin-3-amine ClC1=C(C(=CC=C1)N)CNC=1C=NC=CC1